FC1=C(C(=CC=C1)C)[C@H]1C[C@H](CC1)C1=CC=2C(=NC(=CN2)C)N(C1=O)CC1=NC=CN=C1C(F)(F)F 7-((1S,3R)-3-(2-Fluoro-6-methylphenyl)cyclopentyl)-3-methyl-5-((3-(trifluoromethyl)pyrazin-2-yl)methyl)pyrido[2,3-b]pyrazin-6(5H)-one